C1(CCC1)CNC([O-])=O N-(cyclobutylmethyl)carbamate